N1N=CC2=CC=C(C=C12)CC(=O)NC1=CC(=NC=C1)C(=O)NC1(COC1)C 4-[[2-(1H-indazol-6-yl)acetyl]amino]-N-(3-methyloxetan-3-yl)pyridine-2-carboxamide